3-methyl-N,N-dimethylpropionamide CCCC(=O)N(C)C